N-(4-cyano-2-fluoro-phenyl)-5-(o-tolyl)-1H-pyrrole-3-sulfonamide C(#N)C1=CC(=C(C=C1)NS(=O)(=O)C1=CNC(=C1)C1=C(C=CC=C1)C)F